5-methyl-2-trimethylsilyloxy-2,3-dihydro-1H-pyrimidin-4-one CC=1C(NC(NC1)O[Si](C)(C)C)=O